ClC=1C=C(CS(=O)(=O)CC(=O)O)C=C(C1CC1=CC(=C(C=C1)O)C(C)C)Cl 2-((3,5-dichloro-4-(4-hydroxy-3-isopropylbenzyl)benzyl)sulfonyl)acetic acid